3,3',2'',3'''-Tetramethyl-p-quaterphenyl CC=1C=C(C=CC1)C1=CC(=C(C=C1)C1=C(C=C(C=C1)C1=CC(=CC=C1)C)C)C